[5-fluoro-2-(trifluoromethyl)-4-pyridyl]boronic acid FC=1C(=CC(=NC1)C(F)(F)F)B(O)O